2,3,5,6,7,8-hexahydro-9-nitro-5,8-epoxy-1H-imidazo[1,2-a]Azepine 4-(5-(3,5-dichlorophenyl)-5-(trifluoromethyl)-4,5-dihydro-isoxazol-3-yl)-2-methyl-benzoate ClC=1C=C(C=C(C1)Cl)C1(CC(=NO1)C1=CC(=C(C(=O)O)C=C1)C)C(F)(F)F.[N+](=O)([O-])C1=C2N(C3CCC1O3)CCN2